(3-Methylindolin-3-yl)methanol CC1(CNC2=CC=CC=C12)CO